N-{6-fluoropyrazolo[1,5-a]pyridin-7-yl}-4-azaspiro[2.5]octane-7-carboxamide FC=1C=CC=2N(C1NC(=O)C1CCNC3(CC3)C1)N=CC2